4-(bromoacetyl)benzoic acid BrCC(=O)C1=CC=C(C(=O)O)C=C1